CN1[C@@H]([C@H](CC1=O)C(=O)NCCOCCOCC(=O)NC1CCC(CC1)C(=O)NCC(=O)OC(C)(C)C)C=1C=NC=CC1 tert-Butyl ((1R,4s)-4-(2-(2-(2-((2S,3S)-1-methyl-5-oxo-2-(pyridin-3-yl)pyrrolidine-3-carboxamido)ethoxy)ethoxy)acetamido)cyclohexane-1-carbonyl)glycinate